2-(2-methylbenzo[d]thiazol-5-yl)acetic acid CC=1SC2=C(N1)C=C(C=C2)CC(=O)O